(2-isopropoxy-2-oxoethyl)zinc(II) bromide [Br-].C(C)(C)OC(C[Zn+])=O